OC1(C2C(C(CC1=O)C2)(C)C)C 2-hydroxy-3-pinanone